lithium nickel Cobalt manganate [Mn](=O)(=O)([O-])[O-].[Co+2].[Ni+2].[Li+]